N-(3-bromo-2-methylphenyl)-2-(hydroxyimino)-acetamide BrC=1C(=C(C=CC1)NC(C=NO)=O)C